Dimethylolbenzenesulfonic acid sodium salt [Na+].C(O)C=1C(=C(C=CC1)S(=O)(=O)[O-])CO